3,6-bis(benzimidazol-1-yl)pyridazine N1(C=NC2=C1C=CC=C2)C=2N=NC(=CC2)N2C=NC1=C2C=CC=C1